5-cyclopropyl-2-((7-(3,6-dihydro-2H-pyran-4-yl)-1-methyl-1H-indol-5-yl)amino)nicotinic acid C1(CC1)C=1C=NC(=C(C(=O)O)C1)NC=1C=C2C=CN(C2=C(C1)C=1CCOCC1)C